C(#N)CNC(C1=CC=C(C=C1)C1=NC(=NC=C1)NC1=CC=C(C=C1)OC1CCN(CC1)CC)=O N-(cyanomethyl)-4-(2-(4-(1-ethylpiperidin-4-yloxy)phenylamino)pyrimidin-4-yl)benzamide